L-glutamin N[C@@H](CCC(N)=O)C(=O)O